endo-N-(7-cyano-7-azabicyclo[2.2.1]heptan-2-yl)-4-(4-cyclopropyl-2-pyrimidinyl)-3,4-dihydro-2H-indole C(#N)N1C2C(CC1CC2)N2CCC1C(C=CC=C21)C2=NC=CC(=N2)C2CC2